O1C(=NC2=C1C=CC=C2)C=2C=CC(=C(N)C2)Cl 5-(benzo[d]oxazol-2-yl)-2-chloroaniline